Tert-butyl (S)-2'-((1-methylpyrrolidin-2-yl)methoxy)-6'H-spiro[cyclopropane-1,5'-pyrido[3,4-d]pyrimidine]-7'(8'H)-carboxylate CN1[C@@H](CCC1)COC=1N=CC2=C(N1)CN(CC21CC1)C(=O)OC(C)(C)C